ethyl 5-((1-(5-fluoro-2-hydroxyphenyl)ethyl)(methyl)amino)pyrazolo[1,5-a]pyrimidine-3-carboxylate FC=1C=CC(=C(C1)C(C)N(C1=NC=2N(C=C1)N=CC2C(=O)OCC)C)O